4-((2-methyl-2-azaspiro[3.3]hept-6-yl)oxy)-2,6-difluorophenyl-5-chloro-N-(1,1,1-trifluoropropan-2-yl)-[1,2,4]triazolo[1,5-a]pyrimidin-7-amine CN1CC2(C1)CC(C2)OC2=CC(=C(C(=C2)F)C2=NN1C(N=C(C=C1NC(C(F)(F)F)C)Cl)=N2)F